heptan-1-amine C(CCCCCC)N